N-(3-hydroxypropyl)methacrylamide OCCCNC(C(=C)C)=O